N6-(2-aminoethyl)-N4-[(3-chloro-5-methoxyphenyl)methyl]-1-methyl-1H-pyrazolo[3,4-d]pyrimidine-4,6-diamine NCCNC1=NC(=C2C(=N1)N(N=C2)C)NCC2=CC(=CC(=C2)OC)Cl